N[C@H](CC=1C=C2C(=NC(=NN2C1C#CC)Cl)NCC=1SC=CC1)COC (R)-6-(2-amino-3-methoxypropyl)-2-chloro-7-(prop-1-yn-1-yl)-N-(thiophen-2-ylmethyl)pyrrolo[2,1-f][1,2,4]triazin-4-amine